tert-butyl ((1R,3R)-3-cyanocyclohexyl)carbamate C(#N)[C@H]1C[C@@H](CCC1)NC(OC(C)(C)C)=O